BrC1=C(C(=C(C(=C1C)I)Br)C)I 1,4-dibromo-2,5-diiodo-3,6-dimethylbenzene